2-(7-((2S,5R)-2,5-dimethyl-4-(1-(p-tolyl)ethyl)piperazin-1-yl)-3,4-dimethyl-5-oxo-4,5-dihydro-3H-imidazo[4,5-b]pyridin-2-yl)acetonitrile C[C@@H]1N(C[C@H](N(C1)C(C)C1=CC=C(C=C1)C)C)C=1C2=C(N(C(C1)=O)C)N(C(=N2)CC#N)C